[2-amino-4-(trifluoromethoxy)phenyl]-[4-(2-cyclohexyl-3H-imidazo[4,5-b]pyridin-7-yl)-1-piperidyl]methanone NC1=C(C=CC(=C1)OC(F)(F)F)C(=O)N1CCC(CC1)C1=C2C(=NC=C1)NC(=N2)C2CCCCC2